FC=1C=C(C(=O)NC=2OC(=CN2)C2=CC=CC=C2)C=C(C1O)C=O 3-fluoro-5-formyl-4-hydroxy-N-(5-phenyloxazol-2-yl)benzamide